3-(2-(5-(4-hydroxybenzylidene)-3-(4-tert-butylphenyl)-4-oxothiazolidine-2-ylidene)hydrazono)-5-bromoindol-2-one OC1=CC=C(C=C2C(N(C(S2)=NN=C2C(NC3=CC=C(C=C23)Br)=O)C2=CC=C(C=C2)C(C)(C)C)=O)C=C1